tributyl-(dithieno[3,2-B:2',3'-D]thienyl)tin C(CCC)[Sn](C1=CC2=C(C3=C(S2)C=CS3)S1)(CCCC)CCCC